OC(CCCC(=O)[O-])CCCCCC.[Na+] Sodium 5-hydroxyundecanoate